COC1=NC=NC2=C1N(C=1C=CC(=CC21)CC=O)CC(F)(F)F 2-(4-methoxy-5-(2,2,2-trifluoroethyl)-5H-pyrimido[5,4-b]indol-8-yl)acetaldehyde